F[C@@H]1CN(CC1)C1=CC(=C(N=N1)NC1C[C@@H]2[C@@H](CN(C2)CC2CCOCC2)C1)C(F)(F)F (3aR,5s,6aS)-N-(6-((S)-3-fluoropyrrolidin-1-yl)-4-(trifluoromethyl)pyridazin-3-yl)-2-((tetrahydro-2H-pyran-4-yl)methyl)octahydro-cyclopenta[c]pyrrol-5-amine